FC1=CC=C(C=C1)C=1C=NC=2N(C1)C=C(N2)COC2=CC=CC=C2 6-(4-fluorophenyl)-2-phenoxymethylimidazo[1,2-a]pyrimidine